(S)-3-((S)-sec-butyl)-4-(1-methyl-6-oxo-1,6-dihydropyridine-2-carbonyl)-1,3,4,5-tetrahydro-2H-benzo[e][1,4]diazepin-2-one [C@H](C)(CC)[C@@H]1N(CC2=C(NC1=O)C=CC=C2)C(=O)C=2N(C(C=CC2)=O)C